(3S)-N-[(2-methylpyridin-4-yl)methyl]-1-(pyridazin-3-yl)piperidin-3-amine CC1=NC=CC(=C1)CN[C@@H]1CN(CCC1)C=1N=NC=CC1